2-[[3-ethoxycarbonyl-6-(piperazine-1-carbonyl)-4-quinolinyl]amino]benzoic acid C(C)OC(=O)C=1C=NC2=CC=C(C=C2C1NC1=C(C(=O)O)C=CC=C1)C(=O)N1CCNCC1